C(CCC)[C@H]1N(S(C2=C(N(C1)C(=O)C1CCCCC1)C=C(C(=C2)O\C=C(\C(=O)O)/F)SC)(=O)=O)C (R,Z)-3-((3-butyl-5-(cyclohexanecarbonyl)-2-methyl-7-(methylthio)-1,1-dioxido-2,3,4,5-tetrahydrobenzo[f][1,2,5]thiadiazepin-8-yl)oxy)-2-fluoroacrylic acid